CC(CCCCCCO)(C)C trimethyl-1-heptanol